4-iodo-3-methyl-N-(tricyclo[3.3.1.13,7]dec-1-yl)pyridin-2-amine IC1=C(C(=NC=C1)NC12CC3CC(CC(C1)C3)C2)C